2-(5-ethyl-2-thienyl)propan C(C)C1=CC=C(S1)C(C)C